6-(3-chloro-6-fluorobenzo[b]thiophene-2-carboxamido)-2,4,5-trimethylpyridin-3-ylmorpholine-4-carboxylate ClC=1C2=C(SC1C(=O)NC1=C(C(=C(C(=N1)C)OC(=O)N1CCOCC1)C)C)C=C(C=C2)F